ClC1=CC(=C(C=N1)C#CC(CNO)C(F)(F)F)OCC1=CC=C(C=C1)OC (4-(6-chloro-4-((4-methoxybenzyl)oxy)pyridin-3-yl)-2-(trifluoromethyl)but-3-yn-1-yl)hydroxylamine